BrC1=C2CN(C(C2=CC(=C1)C)=O)C1CC2=CC=C(C=C2C1)S(=O)(=O)N 2-(4-bromo-6-methyl-1-oxoisoindolin-2-yl)-2,3-dihydro-1H-indene-5-sulfonamide